C1[C@@H]([C@H](N1C[C@@H]([C@@H](C(=O)[O-])[NH2+]CC[C@@H](C(=O)[O-])O)O)C(=O)[O-])O The molecule is a doubly-charged tricarboxylic acid anion arising from deprotonation of the carboxy groups and protonation of the amino group of 3-epi-3-hydroxymugineic acid. It is a conjugate base of a 3-epi-3-hydroxymugineic acid.